FC(OC1=CC(=NN1)NC1=CN=CC(=N1)OC1CC(N(CC1)C(=O)OC(C)(C)C)(C)C)F tert-butyl 4-((6-((5-(difluoromethoxy)-1H-pyrazol-3-yl)amino)pyrazin-2-yl)oxy)-2,2-dimethylpiperidine-1-carboxylate